(S)-2-((tert-butoxycarbonyl)amino)-4-isopropoxy-4-oxoButyric acid C(C)(C)(C)OC(=O)N[C@H](C(=O)O)CC(=O)OC(C)C